C1=CCC2=CC=CC=C12 (3H)-indene